C(C)(C)(C)OOCC(C)O beta-hydroxypropyl tertiary butyl peroxide